Cl.CNC1(CC1)C(=O)O 1-(methylamino)cyclopropane-1-carboxylic acid hydrochloride